1-(4-bromo-3-methoxy-phenyl)-4-methyl-triazole BrC1=C(C=C(C=C1)N1N=NC(=C1)C)OC